O=C(C(=O)O)N1C[C@@H](CC1)OC1=C(C=CC(=C1)C(F)(F)F)C=1OC2=C(C=CC=C2C(C1)=O)Cl 2-oxo-2-[(3R)-3-[2-(8-chloro-4-oxo-chromen-2-yl)-5-(trifluoromethyl)phenoxy]pyrrolidin-1-yl]acetic acid